sulfosuccinate disodium salt disodium [Na+].[Na+].[Na+].[Na+].S(=O)(=O)(O)C(C(=O)[O-])CC(=O)[O-].S(=O)(=O)(O)C(C(=O)[O-])CC(=O)[O-]